FC(OCCCOC1=NN(C=C1)C1CCC(CC1)[C@H]1CC(OC2=C1C=CC=C2)C(=O)N)(F)F (1r,4R)-4-(4-[3-(trifluoromethoxy)propoxy-1H-pyrazol-1-yl]cyclohexyl)-3,4-dihydro-2H-1-benzopyran-2-carboxamide